tert-butyl (3R,5S)-3-(2-((6-amino-3-methyl-2-oxo-2,3-dihydro-1H-benzo[d]imidazol-4-yl) oxy) ethoxy)-5-methylpiperidine-1-carboxylate NC=1C=C(C2=C(NC(N2C)=O)C1)OCCO[C@H]1CN(C[C@H](C1)C)C(=O)OC(C)(C)C